NC1=NC(=CC(=N1)OC1=C(C=C(C=C1)N1C(N(CC1=O)C=1C=NC=C(C1)C(F)(F)F)=O)CC)OCCOC 3-(4-{[2-amino-6-(2-methoxyethoxy)-4-pyrimidinyl]oxy}-3-ethylphenyl)-1-[5-(trifluoromethyl)-3-pyridinyl]-2,4-imidazolidinedione